lithium bistrimethylsilylamide Potassium [K+].C[Si](C)(C)[N-][Si](C)(C)C.[Li+].C[Si](C)(C)[N-][Si](C)(C)C